O1CCC(=CC1)C1=CN(C=2N=CN=C(C21)NC2CCC(CC2)N2CCN(CC2)C(=O)OC(C)(C)C)COCC[Si](C)(C)C tert-butyl 4-[4-[[5-(3,6-dihydro-2H-pyran-4-yl)-7-(2-trimethylsilylethoxymethyl)pyrrolo[2,3-d]pyrimidin-4-yl]amino]cyclohexyl]piperazine-1-carboxylate